methyl 2-(trifluoromethyl)-5,6-dihydroimidazo[2,1-a]isoquinoline-8-carboxylate FC(C=1N=C2N(CCC3=CC(=CC=C23)C(=O)OC)C1)(F)F